N1=C2C(=CC=C1)CN(C2)C(=O)C=2C=C1CN(C(C1=CC2)=O)C2C(NC(CC2)=O)=O 3-(5-(6,7-dihydro-5H-pyrrolo[3,4-b]pyridine-6-carbonyl)-1-oxoisoindolin-2-yl)piperidine-2,6-dione